dimethoxymethylpropylsilane COC(OC)[SiH2]CCC